2-imidazolylcarbonyloxyethyl disulfide N1C(=NC=C1)C(=O)OCCSSCCOC(=O)C=1NC=CN1